2-(2-chlorophenyl)methyl-4,4-dimethyl-3-isoxazolone ClC1=C(C=CC=C1)CN1OCC(C1=O)(C)C